C(C)(C)(C)[SH+][O-] ((R)-tert-butyl)sulfaniumolate